methoxy-2,4,6-trimethyl-1,1'-biphenyl COC=1C(=C(C(=CC1C)C)C1=CC=CC=C1)C